O=C(CCCCCC(=O)O)OC(CCCCCCC)CCCCCCC 7-oxo-7-(pentadec-8-yloxy)heptanoic acid